rac-(1R,2S)-cyclohexane-1,2-diamine [C@@H]1([C@H](CCCC1)N)N |r|